1-(9Z-heptadecenoyl)-2-(6Z,9Z,12Z,15Z-octadecatetraenoyl)-glycero-3-phospho-(1'-sn-glycerol) CCCCCCC/C=C\CCCCCCCC(=O)OC[C@H](COP(=O)(O)OC[C@H](CO)O)OC(=O)CCCC/C=C\C/C=C\C/C=C\C/C=C\CC